rac-(5R,8R)-5-ethyl-8-{[tris(propan-2-yl)silyl]oxy}-5,6,7,8-tetrahydroquinolin-4-ol C(C)[C@H]1C=2C(=CC=NC2[C@@H](CC1)O[Si](C(C)C)(C(C)C)C(C)C)O |r|